1-tert-butyl-3,5-bis(2-chloropropan-2-yl)benzene C(C)(C)(C)C1=CC(=CC(=C1)C(C)(C)Cl)C(C)(C)Cl